FC1(CN(CCC1)C1=CC(=CC(=N1)N1N=CC=2C(=NC(=CC21)C=2C=NC=CC2OC)C)N2[C@@H]([C@H](C2)CS(=O)(=O)C)C)F 1-(6-(3,3-difluoropiperidin-1-yl)-4-((2R,3S)-2-methyl-3-((methylsulfonyl)methyl)azetidin-1-yl)pyridin-2-yl)-6-(4-methoxypyridin-3-yl)-4-methyl-1H-pyrazolo[4,3-c]pyridine